sodium propenyl-2-ethylhexylbenzene sulfosuccinate S(=O)(=O)(O)C(C(=O)[O-])CC(=O)[O-].C(=CC)C1=C(C=CC=C1)CC(CCCC)CC.[Na+].[Na+]